1'-(7-bromo-6-methyl-pyrazolo[1,5-a]pyrazin-4-yl)-3-methoxy-spiro[5,7-dihydrocyclopenta[b]pyridine-6,4'-piperidine]-5-amine BrC1=C(N=C(C=2N1N=CC2)N2CCC1(CC2)C(C=2C(=NC=C(C2)OC)C1)N)C